N1C(=CC=2CNC=CC21)C(=O)N 4,5-dihydro-1H-pyrrolo[3,2-c]pyridine-2-carboxamide